5-[4-(Pyridin-3-yl)-3-(trifluoromethyl)phenyl]-3,6-dihydro-2H-1,3,4-oxadiazin-2-one N1=CC(=CC=C1)C1=C(C=C(C=C1)C1=NNC(OC1)=O)C(F)(F)F